((4-((4-ethoxybenzyl)oxy)-3-methoxyphenyl)amino)-3-morpholinoquinoxaline-5-carbonitrile C(C)OC1=CC=C(COC2=C(C=C(C=C2)NC2=NC=3C=CC=C(C3N=C2N2CCOCC2)C#N)OC)C=C1